Racemic-2-((3-methyl-4-(1-methylpiperidin-4-yl)phenyl)amino)-4-((6-(2-oxopyrrolidin-1-yl)pyridin-2-yl)amino)pyrimidine-5-carbonitrile CC=1C=C(C=CC1C1CCN(CC1)C)NC1=NC=C(C(=N1)NC1=NC(=CC=C1)N1C(CCC1)=O)C#N